N-(4-{[6-(5-chloro-2-fluoro-phenyl)-3-[methyl(oxolan-3-yl)amino]pyridazin-4-yl]-amino}pyridin-2-yl)-3-(4-methylpiperazin-1-yl)propan-amide ClC=1C=CC(=C(C1)C1=CC(=C(N=N1)N(C1COCC1)C)NC1=CC(=NC=C1)NC(CCN1CCN(CC1)C)=O)F